4-iodo-8-((methoxymethoxy)methyl)-6a,7,8,9-tetrahydro-6H-pyrido[3,2-b]pyrrolo[1,2-d][1,4]oxazine IC1=CC=NC2=C1OCC1N2CC(C1)COCOC